OCN1C(N(C(C1O)O)CO)=O 1,3-bis(hydroxymethyl)-4,5-dihydroxy-2-imidazolidinone